ethyl (2Z)-2-[(2-cyclopropyl-5-methylsulfonyl-3-oxo-2,4-dihydroquinoxalin-1-yl)imino]propanoate C1(CC1)C1N(C2=CC=CC(=C2NC1=O)S(=O)(=O)C)\N=C(/C(=O)OCC)\C